C12OCC(C1)(C2)COC2=NC1=C(C(=C(C=C1C(=N2)N2C1CN(CC2CC1)C(=O)OC(C)(C)C)C(F)(F)F)Br)F tert-butyl 8-(2-((2-oxabicyclo[2.1.1]hexan-4-yl)methoxy)-7-bromo-8-fluoro-6-(trifluoromethyl)quinazolin-4-yl)-3,8-diazabicyclo[3.2.1]octane-3-carboxylate